N1(CCCCC1)C(=O)OC1=CC=CC=C1 phenyl piperidine-1-carboxylate